dimethyl-dibromohydantoine CN1C(N(C(C1=O)(Br)Br)C)=O